[Mo].[Ni].BrC1=CC2=C(N(C=N2)COCC[Si](C)(C)C)C(=C1)F 2-[(5-bromo-7-fluoro-benzimidazol-1-yl)methoxy]ethyl-trimethyl-silane nickel-molybdenum